N-((4r,5s,7r,8r,9s,10r)-8,10-dihydroxy-7-(hydroxymethyl)-9-(4-(3,4,5-trifluorophenyl)-1H-1,2,3-triazol-1-yl)-1,6-dioxaspiro[4.5]dec-4-yl)-5-fluorobenzo[b]thiophene-3-carboxamide O[C@H]1[C@H](O[C@@]2([C@@H](CCO2)NC(=O)C=2C3=C(SC2)C=CC(=C3)F)[C@@H]([C@H]1N1N=NC(=C1)C1=CC(=C(C(=C1)F)F)F)O)CO